C12(CCCC1)OC1=CC=C(C=C1CC2)CC(=O)O 2-(spiro[chroman-2,1'-cyclopentan]-6-yl)acetic acid